OC(COCCCCC(CO)O)C 6-(2'-hydroxypropoxy)-1,2-hexanediol